2-(4-Chlorophenyl)-3-(1-(3,4-dimethoxybenzyl)-1H-1,2,3-triazol-4-yl)imidazo[1,2-a]pyridin ClC1=CC=C(C=C1)C=1N=C2N(C=CC=C2)C1C=1N=NN(C1)CC1=CC(=C(C=C1)OC)OC